CC(C(=O)OCC(C)(C1=CC(=C(C=C1)F)Cl)NC(NC1=C(C(=CC=C1)C(C)NC=1OC=CN1)N)=S)(C)C 2-{[(2-amino-3-{1-[(1,3-oxazol-2-yl)amino]ethyl}phenyl)carbamothioyl]-amino}-2-(3-chloro-4-fluorophenyl)propyl 2,2-dimethylpropanoate